FC1(OC2=C(O1)C=C1[C@@H]([C@@H]3[C@H]([C@@H](C1=C2)C2=CC(=C(C(=C2)OC)OC)OC)C(OC3)=O)O)F |o1:8,9,10,11| rel-(5R,5aS,8aR,9R)-2,2-difluoro-9-hydroxy-5-(3,4,5-trimethoxyphenyl)-5,8,8a,9-tetrahydrofuro[3',4':6,7]naphtho[2,3-d][1,3]dioxol-6(5aH)-one